C1(CC1)OC1=C(C(=NC=C1)F)C(=O)NC1=CC(=C(C(=C1)F)OC1=CC=NC2=CC(=C(C=C12)OC)OCCO)F 4-cyclopropoxy-N-(3,5-difluoro-4-((7-(2-hydroxyethoxy)-6-methoxyquinolin-4-yl)oxy)phenyl)-2-fluoropyridine-3-carboxamide